BrC1=CC=C(CN2C(CCCC2C)C)C=C1 1-(4-bromobenzyl)-2,6-dimethylpiperidine